CC1=NC(=NC=C1)C(=O)OC(C)(C)C Tert-butyl 4-methylpyrimidine-2-carboxylate